COC1=CC=C2C3=C(N(C2=C1)CCCC=1OC=NN1)C(=NC=C3)C 2-(3-(7-methoxy-1-methyl-9H-pyrido[3,4-b]indol-9-yl)propyl)-1,3,4-oxadiazole